N-[6-(difluoromethyl)-2-pyridinyl]-2-[1-[2-[4-[2-[(2,6-dioxo-3-piperidinyl)amino]pyrimidin-5-yl]-1-piperidinyl]acetyl]-4-piperidinyl]-7-isopropoxy-imidazo[1,2-a]pyridine-6-carboxamide FC(C1=CC=CC(=N1)NC(=O)C=1C(=CC=2N(C1)C=C(N2)C2CCN(CC2)C(CN2CCC(CC2)C=2C=NC(=NC2)NC2C(NC(CC2)=O)=O)=O)OC(C)C)F